ClC=1C=CC(=C(C(=O)NC=2C(=NC(=CC2)OC)CC)C1)NC1=C(C=C(C=C1)F)C 5-chloro-N-(2-ethyl-6-methoxypyridin-3-yl)-2-((4-fluoro-2-methylphenyl)-amino)benzamide